1-bromo-5-(1-chloroethyl)-4,6,7,8-tetrahydro-3H-9-oxa-2-thia-4-azabenzo[cd]azulen-3-one BrC=1SC2=C3C(CCCOC13)=C(NC2=O)C(C)Cl